FC1=C(C=CC=C1)C(C)C1=C(OCCN2CCOCC2)C(=CC(=C1)C)C (2-(2-(1-(2-Fluorophenyl)ethyl)-4,6-dimethylphenoxy)ethyl)morpholine